CS(=O)(=O)OCC1([C@H]([C@@H]2[C@@H](OC(O2)(C)C)O1)OCC1=CC=CC=C1)COS(=O)(=O)C ((3aR,6S,6aR)-6-(benzyloxy)-2,2-dimethyltetrahydrofuro[2,3-d][1,3]dioxole-5,5-diyl)bis(methylene) dimethanesulfonate